C(CCCCCCCCCC(CCCCCCCCCCC(=O)O)C(=O)O)C(=O)O henicosane-1,11,21-tricarboxylic acid